ClC1=CC(=NC=C1C(=O)N)Cl 4,6-dichloronicotinamide